6-[5-[2-[(4-Fluoro-6-hydroxy-2,3-dihydro-1H-inden-2-yl)methylamino]ethyl]-2-oxo-1,3-oxazolidin-3-yl]-4H-pyrazino[2,3-b][1,4]oxazin-3-one FC1=C2CC(CC2=CC(=C1)O)CNCCC1CN(C(O1)=O)C1=NC2=C(OCC(N2)=O)N=C1